C1CC/C=C/C=C\C=C\CCC1 CYCLODODECATRIEN